4,4'-bis(2,3-dicarboxyphenoxy)benzophenone C(=O)(O)C1=C(OC2=CC=C(C(=O)C3=CC=C(C=C3)OC3=C(C(=CC=C3)C(=O)O)C(=O)O)C=C2)C=CC=C1C(=O)O